C(C(=C)C)(=O)OCCC(C)OC(C(=C)C)=O 1,3-butandiol di-methacrylate